ClC1=C(C(C=2C=CC=NC2C1=O)=O)NC=1C=CC(=C(C#N)C1)N1CCN(CC1)C 5-((7-chloro-5,8-dioxo-5,8-dihydroquinolin-6-yl)amino)-2-(4-methylpiperazin-1-yl)benzonitrile